C(CCC)OC(=O)OOC(=O)OCCCC di-normal-butylperoxydicarbonate